4-chloro-5-methylpyrazol-3-amine ClC=1C(=NNC1C)N